6-Chloro-5-cyano-N-(3-cyclopropyl-1H-indazol-5-yl)-3,4-dimethylpicolinamide ClC1=C(C(=C(C(=N1)C(=O)NC=1C=C2C(=NNC2=CC1)C1CC1)C)C)C#N